1,2,6-Oxadithiane O1SCCCS1